O1CCN(CC1)C1=CC(=NC(=N1)C=1C=NC=CC1)NC1=NC=CC(=C1)OC(F)(F)F 6-Morpholino-2-(pyridin-3-yl)-N-(4-(trifluoromethoxy)pyridin-2-yl)pyrimidin-4-amine